C(C)(C)(C)OC(=O)N1C(CCC(C1)OC1=NC=2N(C(=C1)NC1=CC(=CC=C1)NC(C1=CC(=CC=C1)NC(C=C)=O)=O)N=CC2C(C)C)(C)C 5-((7-((3-(3-acrylamidobenzoylamino)phenyl)amino)-3-Isopropylpyrazolo[1,5-a]pyrimidin-5-yl)oxy)-2,2-dimethylpiperidine-1-carboxylic acid tert-butyl ester